1-(4-chloro-2-fluorophenyl)-4-(5-chlorofuran-2-yl)-3-(4-fluorophenyl)-5-methyl-4,5-dihydro-1H-pyrazole-5-carboxylic acid methyl ester COC(=O)C1(C(C(=NN1C1=C(C=C(C=C1)Cl)F)C1=CC=C(C=C1)F)C=1OC(=CC1)Cl)C